2-{trans-3-[4-(1-amino-2,2,2-trifluoroethyl)phenyl]cyclobutyl}-7-methoxy[1,2,4]triazolo[1,5-c]quinazolin-5-amine NC(C(F)(F)F)C1=CC=C(C=C1)[C@@H]1C[C@H](C1)C1=NN2C(=NC=3C(=CC=CC3C2=N1)OC)N